CN1CCN(CC1)CCCCN(CCC(=O)OCC(CCCCCCCC)CCCCCC)CCC(=O)OCC(CCCCCCCC)CCCCCC bis(2-hexyldecyl) 3,3'-((4-(4-methylpiperazin-1-yl)butyl)azanediyl)dipropionate